C[C@@]1(CNCC1)O |r| racemic-3-methylpyrrolidin-3-ol